9,10-DISTYRYLANTHRACENE C(=CC1=CC=CC=C1)C=1C2=CC=CC=C2C(=C2C=CC=CC12)C=CC1=CC=CC=C1